NC1=NC2=CC(=CC=C2C=C1Cl)CCC=1[C@H]([C@H](C(C1)N1CCC2=C1N=CN=C2N)O)O (1S,2R)-3-(2-(2-amino-3-chloroquinolin-7-yl)ethyl)-5-(4-amino-5,6-dihydro-7H-pyrrolo[2,3-d]pyrimidin-7-yl)cyclopent-3-ene-1,2-diol